(S)-N-(6-fluoro-2,3-dihydro-1H-inden-1-yl)-2-(piperazin-1-yl)benzo[d]thiazole-6-carboxamide FC1=CC=C2CC[C@@H](C2=C1)NC(=O)C1=CC2=C(N=C(S2)N2CCNCC2)C=C1